3,6-dimethyldecanal CC(CC=O)CCC(CCCC)C